COC(=O)C=1SC=C(C1C(=O)OC)NC(NC1=C(C=C(C(=C1)OCC1=C(C=CC=2OCOC21)F)OC)F)=O 4-[({2-fluoro-5-[(5-fluoro-2H-1,3-benzodioxol-4-yl)methoxy]-4-methoxyphenyl}carbamoyl)amino]thiophene-2,3-dicarboxylic acid dimethyl ester